3-methyl-4-oxo-4,7-dihydro-5H-spiro[[1]benzofuran-6,1'-cyclopropane]-2-carboxylic acid ethyl ester C(C)OC(=O)C=1OC2=C(C1C)C(CC1(CC1)C2)=O